C(CCCCCCCCCCCCCCCCCCCCC)OC(C1=CC(=C(C(=C1)C(C)(C)C)O)C(C)(C)C)=O behenyl-3,5-di-tert-butyl-4-hydroxybenzoate